4,4-diethyl-8-(trifluoromethyl)-4H-chromeno[4,3-d]thiazol-2-amine C(C)C1(OC=2C=CC(=CC2C=2N=C(SC21)N)C(F)(F)F)CC